N-(2-(4-methylpiperazin-1-yl)-5-(4-(4-((6-(trifluoromethyl)pyridazin-3-yl)oxy)phenyl)piperidine-1-carbonyl)phenyl)-1-phenylmethanesulfonamide CN1CCN(CC1)C1=C(C=C(C=C1)C(=O)N1CCC(CC1)C1=CC=C(C=C1)OC=1N=NC(=CC1)C(F)(F)F)NS(=O)(=O)CC1=CC=CC=C1